Cl.C(=O)CCP(CCC=O)CCC=O tri-(2-formyl-ethyl)phosphine hydrochloride